COC(=O)C1(CCCC2=CC=C(C=C12)Cl)CC1=NC(=NC(=C1[N+](=O)[O-])O)O 7-chloro-1-((2,6-dihydroxy-5-Nitropyrimidin-4-yl)methyl)-1,2,3,4-tetrahydronaphthalene-1-carboxylic acid methyl ester